[7-(4-fluoro-phenyl)-4-methoxy-thiazolo[4,5-c]pyridin-2-yl]-amid FC1=CC=C(C=C1)C=1C2=C(C(=NC1)OC)N=C(S2)[NH-]